CNC1=NC(=NC2=C(NN=C12)C=1C=NC=CC1)Cl N-methyl[5-chloro-3-(3-pyridyl)-2H-1,2,4,6-tetraazainden-7-yl]amine